ethyl (3R)-3-{7-[(6-cyclopropyl-2-hydroxy-5,6,7,9-tetrahydro-8H-pyrido[2,3-c]azepin-8-yl)methyl]-1-benzothiophen-5-yl}-3-(1,4-dimethyl-1H-benzotriazol-5-yl)propanoate C1(CC1)C1CC2=C(CN(C1)CC1=CC(=CC=3C=CSC31)[C@@H](CC(=O)OCC)C3=C(C1=C(N(N=N1)C)C=C3)C)N=C(C=C2)O